4-(1-methylpiperidin-4-yl)-aniline CN1CCC(CC1)C1=CC=C(N)C=C1